BrCBr 1,1-Dibromomethane